5-chloro-1-(4-chloro-3-fluorophenyl)-3,3-dimethyl-2,3-dihydro-1H-pyrrolo[3,2-b]pyridine ClC1=CC=C2C(=N1)C(CN2C2=CC(=C(C=C2)Cl)F)(C)C